(3-(4-amino-5-(4-fluorophenyl)-7-methyl-7H-pyrrolo[2,3-d]pyrimidin-6-yl)-1-oxa-9-azaspiro[5.5]undec-3-en-9-yl)prop-2-en-1-one NC=1C2=C(N=CN1)N(C(=C2C2=CC=C(C=C2)F)C=2COC1(CC2)CCN(CC1)C(C=C)=O)C